ClC1=C2CCNC(C2=C(C=C1)OC)CN1N=CC(=C1)C 5-Chloro-8-methoxy-1-((4-methyl-1H-pyrazol-1-yl)methyl)-1,2,3,4-tetrahydroisoquinoline